2-(trifluoro-methyl)prop-2-enoic acid FC(C(C(=O)O)=C)(F)F